ClC1=C(C(=O)O)C=C(C=C1)C1=CC(=CC=C1)COC=1C=C2C(N(CC2=CC1)C1CCCC1)=O 2-Chloro-5-{3-[(2-cyclopentyl-3-oxoisoindolin-5-yloxy)methyl]phenyl}benzoic acid